3-(2,2-diphenyl-2-(((undecyloxy)carbonyl)oxy)acetoxy)spiro[bicyclo[3.2.1]octane-8,1'-pyrrolidin]-8-ium chloride [Cl-].C1(=CC=CC=C1)C(C(=O)OC1CC2CCC(C1)[N+]21CCCC1)(OC(=O)OCCCCCCCCCCC)C1=CC=CC=C1